CN(C(OC1=C(C(=CC(=C1)C(C)(C)C)C(C)(C)C)OC(N(C)C)=O)=O)C 3,5-di-tert-butyl-1,2-phenylene bis(dimethyl carbamate)